methyl 2-amino-4-(2-(((benzyloxy)carbonyl)amino)-3-cyano-5,7-difluorobenzo[d]thiophen-4-yl)-5-chloro-3-fluorobenzoate NC1=C(C(=O)OC)C=C(C(=C1F)C1=C(C=C(C2=C1C(=C(S2)NC(=O)OCC2=CC=CC=C2)C#N)F)F)Cl